C(#N)[C@H]1N(CSC1)C(CNC(=O)C1=CC=NC2=CC=C(C=C12)N1CCC(CC1)(F)F)=O (R)-N-(2-(4-cyanothiazolidin-3-yl)-2-oxoethyl)-6-(4,4-difluoropiperidin-1-yl)Quinoline-4-carboxamide